(R)-N-(2,4-difluorobenzyl)-1-(1-methylpyrrolidin-3-yl)methylamine FC1=C(CNC[C@@H]2CN(CC2)C)C=CC(=C1)F